7-[4-(4-methylpiperazin-1-yl)anilino]-3-[(4S)-8-methyl-1-prop-2-enoyl-3,4-dihydro-2H-quinolin-4-yl]-1-tetrahydrofuran-3-yl-4H-pyrimido[4,5-d]pyrimidin-2-one CN1CCN(CC1)C1=CC=C(NC2=NC=C3C(=N2)N(C(N(C3)[C@H]3CCN(C2=C(C=CC=C32)C)C(C=C)=O)=O)C3COCC3)C=C1